7-chloro-9-[6-(cyclohexyloxy)pyridin-3-yl]-3,4-dihydropyrido[2,1-c][1,2,4]thiadiazine 2,2-dioxide ClC=1C=C(C2=NS(CCN2C1)(=O)=O)C=1C=NC(=CC1)OC1CCCCC1